ethyl 3-(3,4-difluoro-2-methoxyphenyl)-5-methyl-5-(trifluoromethyl)-4,5-dihydrofuran-2-carboxylate FC=1C(=C(C=CC1F)C1=C(OC(C1)(C(F)(F)F)C)C(=O)OCC)OC